(15R)-5-[4-ethynyl-6-(4-methylpiperazin-1-yl)pyrimidin-2-yl]-15-methyl-11-thia-6,14,17-triazatetracyclo[8.8.0.0^2,7.0^12,18]octadeca-1(10),2(7),3,5,8,12(18)-hexaen-13-one C(#C)C1=NC(=NC(=C1)N1CCN(CC1)C)C=1C=CC=2C=3C=4NC[C@H](NC(C4SC3C=CC2N1)=O)C